[N+](=O)([O-])CC(C=1SC=CC1)C1=C(NC2=CC(=CC=C12)B(O)O)C1=CC=CC=C1 (3-(2-nitro-1-(thiophen-2-yl)ethyl)-2-phenyl-1H-indol-6-yl)boronic acid